(S)-2-(1-cyclopropyl-3-methyl-4-oxo-1,4-dihydro-5H-pyrazolo[3,4-d]pyridazin-5-yl)-N-(1-(2-fluoro-4-methoxyphenyl)ethyl)acetamide C1(CC1)N1N=C(C2=C1C=NN(C2=O)CC(=O)N[C@@H](C)C2=C(C=C(C=C2)OC)F)C